BrC1=CC(=C(S1)C(=O)O)NC(=O)OC(C)(C)C 5-bromo-3-((tert-butoxycarbonyl)amino)thiophene-2-carboxylic acid